3-(4-(3-amino-3-methylazetidin-1-yl)benzyl)quinolin NC1(CN(C1)C1=CC=C(CC=2C=NC3=CC=CC=C3C2)C=C1)C